4-fluoro-1-((3'-fluoro-4'-methoxy-[1,1'-biphenyl]-4-yl)methyl)-1H-indole-7-carboxamide FC1=C2C=CN(C2=C(C=C1)C(=O)N)CC1=CC=C(C=C1)C1=CC(=C(C=C1)OC)F